NC[C@@]1(CC2CCC2)[C@@H](C=CC=C1)CN trans-1,2-diaminomethylbenzyl-cyclobutane